1-Acetyl-4'-amino-5'-(2-aminobenzo[d]oxazol-5-yl)spiro[azetidine-3,7'-cyclopenta[d]pyrimidin]-6'(5'H)-one C(C)(=O)N1CC2(C(C(C3=C2N=CN=C3N)C=3C=CC2=C(N=C(O2)N)C3)=O)C1